N(=[N+]=[N-])CCC1(N=N1)CCN 2-[3-(2-azidoethyl)diazirin-3-yl]ethanamine